monoethylamine, diallyl-iodonium salt C(C=C)[I+]CC=C.C(C)N